(2r,5s)-4-(6-chloro-1-(4-methoxybenzyl)-2-oxo-1,2-dihydropyrido[3,2-d]pyrimidin-4-yl)-2-ethyl-5-methylpiperazine-1-carboxylic acid tert-butyl ester C(C)(C)(C)OC(=O)N1[C@@H](CN([C@H](C1)C)C=1C2=C(N(C(N1)=O)CC1=CC=C(C=C1)OC)C=CC(=N2)Cl)CC